2,2-dimethyl-1,3-dioxane-4,6-dione CC1(OC(CC(O1)=O)=O)C